C(C)OC=1C=C(C=CC1)C=1C=C2CC(C(C2=CC1)NC(O[C@@H]1CN2CCC1CC2)=O)(CC)CC (S)-quinuclidin-3-yl (5-(3-ethoxyphenyl)-2,2-diethyl-2,3-dihydro-1H-inden-1-yl)carbamate